(2S)-4-(((1,4-dioxan-2-yl)methyl)(4-(5,6,7,8-tetrahydro-1,8-naphthyridin-2-yl)butyl)amino)-2-(quinazolin-4-ylamino)butanoic acid O1C(COCC1)CN(CC[C@@H](C(=O)O)NC1=NC=NC2=CC=CC=C12)CCCCC1=NC=2NCCCC2C=C1